N-(3,3-difluoropiperidin-4-yl)-2-methyl-5-(pyridin-2-ylmethoxy)benzofuran-3-carboxamide FC1(CNCCC1NC(=O)C1=C(OC2=C1C=C(C=C2)OCC2=NC=CC=C2)C)F